(±)-trans-4-(4-cyano-1H-pyrazol-1-yl)-2-(4-(methoxycarbonyl)phenyl)piperidine-1-carboxylic acid benzyl ester C(C1=CC=CC=C1)OC(=O)N1[C@H](C[C@@H](CC1)N1N=CC(=C1)C#N)C1=CC=C(C=C1)C(=O)OC |r|